ClC1=C(C=O)C=CC(=C1)OC1=C(C(=CC=C1OC)F)F 2-chloro-4-(2,3-difluoro-6-methoxyphenoxy)benzaldehyde